4-(((5-hydroxypyridin-3-yl)methyl)amino)-5-iodo-7-tolyl-7H-pyrrolo[2,3-d]pyrimidine OC=1C=C(C=NC1)CNC=1C2=C(N=CN1)N(C=C2I)C2=C(C=CC=C2)C